1-(3-fluorophenyl)cyclobutane-1-formaldehyde FC=1C=C(C=CC1)C1(CCC1)C=O